C(C)(C)C=1NC(N(C1)[C@@H]1C[C@@H](CC1)C1=NNC(=C1)NC(CC1=CC(=NO1)C)=O)=O N-(3-((1R,3S)-3-(4-isopropyl-2-oxo-2,3-dihydro-1H-imidazol-1-yl)cyclopentyl)-1H-pyrazol-5-yl)-2-(3-methylisoxazol-5-yl)acetamide